ethyl 3-(4,4-difluoro-3-methylpiperidin-1-yl)-6,7-difluoroquinoxaline-2-carboxylate FC1(C(CN(CC1)C=1C(=NC2=CC(=C(C=C2N1)F)F)C(=O)OCC)C)F